CC=1C=C(C=CC1C)S(/C=C/CNC(=O)C=1C(NC=2CCCCC2C1)=O)(=O)=N N-[(2E)-3-[(3,4-dimethylphenyl)(imino)oxo-λ6-sulfanyl]prop-2-en-1-yl]-2-oxo-1,2,5,6,7,8-hexahydroquinoline-3-carboxamide